propionic acid 3-(2-(ethyl (isopropyl) amino) ethyl)-1H-indol-6-yl ester C(C)N(CCC1=CNC2=CC(=CC=C12)OC(CC)=O)C(C)C